FC1(C(CN(CC1)C1=C(C(=O)O)C=C(C(=N1)C)C(F)(F)F)C)F 2-(4,4-difluoro-3-methylpiperidin-1-yl)-6-methyl-5-(trifluoromethyl)nicotinic acid